4-(2-{2-chloro-3-[(3R)-3-(ethoxycarbonyl)piperidin-1-yl]phenoxy}-2-methylpropanoyl)piperazine ClC1=C(OC(C(=O)N2CCNCC2)(C)C)C=CC=C1N1C[C@@H](CCC1)C(=O)OCC